methyl 3-(3-(1-(2,6-bis(benzyloxy) pyridine-3-yl)-3-methyl-2-oxo-2,3-dihydro-1H-benzo[d]imidazol-5-yl)phenyl)propanoate C(C1=CC=CC=C1)OC1=NC(=CC=C1N1C(N(C2=C1C=CC(=C2)C=2C=C(C=CC2)CCC(=O)OC)C)=O)OCC2=CC=CC=C2